5-[(2R)-4-(2,2-diethylpyrrolidin-1-carbonyl)-2-ethylpiperazin-1-yl]-2'-ethoxy-N-[(3R)-pyrrolidin-3-yl]-[2,3'-bipyridine]-6-carboxamide C(C)C1(N(CCC1)C(=O)N1C[C@H](N(CC1)C=1C=CC(=NC1C(=O)N[C@H]1CNCC1)C=1C(=NC=CC1)OCC)CC)CC